FC1=CC=C(C(=O)N2[C@@H](CCC2)C(=O)NC(C(=O)N)CC)C=C1 2-{[(2S)-1-(4-fluorobenzoyl)pyrrolidin-2-yl]formamido}butanamide